C1(CC1)NC(C=CCCC=CCC)=O N-cyclopropylnona-2,6-dienamide